FC(=CC(CCC1=CC=CC=C1)C1=CC=CC2=C1OC1=C2C=CC=C1)F 4-(1,1-difluoro-5-phenyl-pent-1-en-3-yl)dibenzo[b,d]furane